(4-((S)-3-aminopyrrolidin-1-yl)-1-methyl-2-(trifluoromethyl)-5,6-dihydro-1H-benzo[d]imidazol-5-yl)-2-(2,6-difluorophenyl)-3-oxo-2,3-dihydropyridazine-4-carboxamide N[C@@H]1CN(CC1)C=1C(CC=C2N(C(=NC21)C(F)(F)F)C)C2=C(C(N(N=C2)C2=C(C=CC=C2F)F)=O)C(=O)N